C12=CCCCC2CCCC1 Bicyclo[4.4.0]dec-1-ene